(S)-4-chloro-N-(5-((4-fluorophenyl)ethynyl)-3-methylpyridin-2-yl)-1-(tetrahydrofuran-3-yl)-1H-pyrazole-5-carboxamide ClC=1C=NN(C1C(=O)NC1=NC=C(C=C1C)C#CC1=CC=C(C=C1)F)[C@@H]1COCC1